Racemic-(2,2-dimethyl-1,3-dioxolane-4-yl)methylamine HCl Cl.CC1(OC[C@H](O1)CN)C |r|